4-(ethoxycarbonyl)piperidine-1-oxide C(C)OC(=O)C1CC[NH+](CC1)[O-]